N-[6-(2,2-difluoroethoxy)-5-fluoro-2-methoxy-3-pyridyl]-1-keto-2H-isoquinoline-5-sulfonamide FC(COC1=C(C=C(C(=N1)OC)NS(=O)(=O)C=1C=2C=CNC(C2C=CC1)=O)F)F